(azaneylidene)-N,N,N',N'-tetramethylmethanediamine N=C(N(C)C)N(C)C